ClC=1C=NC=CC1C1C(OC(O1)(C)C)C(=O)OCC ethyl 5-(3-chloropyridin-4-yl)-2,2-dimethyl-1,3-dioxolan-4-carboxylate